2-(tert-butyl) 4-methyl 3-methyl-5-(2-(3-(trifluoromethyl)phenyl)butanamido)thiophene-2,4-dicarboxylate CC1=C(SC(=C1C(=O)OC)NC(C(CC)C1=CC(=CC=C1)C(F)(F)F)=O)C(=O)OC(C)(C)C